BrCC1=C(C=C(C=C1)C1=NOC(C1)(C(F)(F)F)C1=CC(=CC(=C1)Cl)Cl)C 3-(4-(bromomethyl)-3-methylphenyl)-5-(3,5-dichlorophenyl)-5-(trifluoromethyl)-4,5-dihydroisoxazole